NC(C=1C=C(NC1)C(=O)NC(C(=O)O)C=CC(C)(C)C)C1=NC=CC=C1 2-{4-[amino(2-pyridyl)methyl]-2-pyrrolylcarbonylamino}-5,5-dimethyl-3-hexenoic acid